1-dipropylamino-1,1-dimethyldisiloxane C(CC)N([Si](O[SiH3])(C)C)CCC